ClC1=CC2=C(C=N1)C(=CN2C2=NC(=CC=C2)C(C)(F)F)C=O 6-chloro-1-(6-(1,1-difluoroethyl)pyridin-2-yl)-1H-pyrrolo[3,2-c]pyridine-3-carbaldehyde